2-(6-fluoro-1,2,3,4-tetrahydroisoquinolin-5-yl)-4-[(5-tetrahydropyran-4-yl-1H-pyrazol-3-yl)amino]-6H-1,6-naphthyridin-5-one FC=1C(=C2CCNCC2=CC1)C1=NC=2C=CNC(C2C(=C1)NC1=NNC(=C1)C1CCOCC1)=O